Tetramethyltetramethoxytri-silan C[Si]([Si]([Si](OC)(OC)OC)(OC)C)(C)C